N-[(4S,7S,8S)-8-methoxy-4,7,10-trimethyl-11-oxo-2-oxa-5,10-diazabicyclo[10.4.0]hexadeca-1(12),13,15-trien-15-yl]-4-phenylbenzamide CO[C@H]1[C@H](CN[C@H](COC=2C=C(C=CC2C(N(C1)C)=O)NC(C1=CC=C(C=C1)C1=CC=CC=C1)=O)C)C